N-(4-aminocyclohexyl)-2-[5,5-dioxido-9-(trifluoromethyl)-6H-dibenzo[c,e][1,2]thiazin-6-yl]acetamide NC1CCC(CC1)NC(CN1S(C2=C(C3=C1C=CC(=C3)C(F)(F)F)C=CC=C2)(=O)=O)=O